1-methyl-5-oxo-N-((1-(2,4,5-trifluorobenzyl)cyclobutyl)methyl)-4,5-dihydro-1H-1,2,4-triazole-3-carboxamide CN1N=C(NC1=O)C(=O)NCC1(CCC1)CC1=C(C=C(C(=C1)F)F)F